(S)-2-(5-fluoro-2-methyl-4-nitrophenyl)propionic acid FC=1C(=CC(=C(C1)[C@@H](C(=O)O)C)C)[N+](=O)[O-]